12-amino-N-(4-(4-amino-2-(ethoxymethyl)-1H-imidazo[4,5-c]quinolin-1-yl)butyl)dodecanamide NCCCCCCCCCCCC(=O)NCCCCN1C(=NC=2C(=NC=3C=CC=CC3C21)N)COCC